tert-butyl N-(2-{2,5-dioxo-1-[(αR)-6-[(3-carbamoylpyridin-2-yl)oxy]spiro-[3.3]heptan-2-yl]-imidazolidin-4-yl}ethyl)carbamate O=C1N(C(C(N1)CCNC(OC(C)(C)C)=O)=O)C1CC2(C1)CC(C2)OC2=NC=CC=C2C(N)=O